NC1=NC=2C=CC=CC2C2=C1N=C(N2C[C@@H](C)O[P@@](=O)(OC2=C(C=CC=C2)C)N[C@@H](C)C(=O)OC(C)C)COCC isopropyl ((R)-(((R)-1-(4-amino-2-(ethoxymethyl)-1H-imidazo[4,5-c]quinolin-1-yl) propan-2-yl) oxy) (2-methyl-phenoxy) phosphoryl)-L-alaninate